FC1=CC=CC2=C1N=C(S2)N 4-fluoro-1,3-benzothiazol-2-amine